ClC=1C2=C(N=C(N1)C)C=NC(=N2)OC 4-Chloro-6-methoxy-2-methylpyrimido[5,4-d]pyrimidine